ClC=1C=C(C=C(C1OC[C@@H](CCl)O)Cl)C(C)(C)C1=CC=C(OC[C@@H](CNC(C)=O)O)C=C1 N-((R)-3-(4-(2-(3,5-dichloro-4-((S)-3-chloro-2-hydroxypropoxy)phenyl)propan-2-yl)phenoxy)-2-hydroxypropyl)acetamide